1-methyl-3-(((2-(2-oxopyrrolidin-1-yl)ethyl)amino)methyl)-1H-pyrrolo[2,3-b]pyridin CN1C=C(C=2C1=NC=CC2)CNCCN2C(CCC2)=O